C(C)(=O)OC1=CC=C(C=C1)[C@H]1N(C[C@@H](CC1)C)C(C(=O)NC=1C=NC=C(C1)C(N)=O)=O [4-[(2S,5R)-1-[2-[(5-carbamoyl-3-pyridyl)amino]-2-oxo-acetyl]-5-methyl-2-piperidyl]phenyl] acetate